OC1(CCC1)C1=CC=C(C=C1)N1CC=2C(=NC=CC2C1=O)C1=C(C=CC=C1)OCC(F)(F)F 2-[4-(1-hydroxycyclobutyl)phenyl]-4-[2-(2,2,2-trifluoroethoxy)phenyl]-2,3-dihydro-1H-pyrrolo[3,4-c]pyridin-1-one